FC=1C=C(C=CC1S(=O)(=O)C)C1=CC=C2C(=N1)SC(=N2)OC(C)C2CCN(CC2)C2=NC(=NO2)C(C)C 5-(4-(1-((5-(3-fluoro-4-(methylsulfonyl)phenyl)thiazolo[5,4-b]pyridin-2-yl)oxy)ethyl)piperidin-1-yl)-3-isopropyl-1,2,4-oxadiazol